(R)-{(2R,5S)-5-[(p-methoxyphenyl)methyl]-2-pyrrolidinyl}(m-fluorophenyl)methanol COC1=CC=C(C=C1)C[C@@H]1CC[C@@H](N1)[C@H](O)C1=CC(=CC=C1)F